CCCCCCCCCCCCCCCC(=O)OCC1=C[C@H]2[C@H]3[C@](C3(C)C)(C[C@H]([C@]4(C2=O)C=C([C@@H]([C@]4([C@@H]1O)O)OC(=O)C(C)C(C)C)C)C)OC(=O)CCCCCCCCCCC The molecule is a tetracyclic diterpenoid that is 13-hydroxyingenol in which the hydroxy groups at positions 3, 13 and 20 are esterified by 2,3-dimethylbutyric acid, lauric acid and palmitic acid. Isolated from the roots of Euphorbia kansui, it exhibits anti-cancerous activity. It has a role as a metabolite and an antineoplastic agent. It is a cyclic terpene ketone, a tetracyclic diterpenoid, a fatty acid ester and a dodecanoate ester. It derives from an ingenol, a dodecanoic acid, a hexadecanoic acid and a 2,3-dimethylbutyric acid.